BrC=1C=CC(=C(CC2=NNC(C3=CC=CC=C23)=O)C1)F 4-(5-bromo-2-fluorobenzyl)phthalazin-1(2H)-one